O=C1NC(CCC1N1C(C2=CC=CC(=C2C1=O)NCC=1C=NN(C1)CCCN(C(OC(C)(C)C)=O)C)=O)=O tert-butyl (3-(4-(((2-(2,6-dioxopiperidin-3-yl)-1,3-dioxoisoindolin-4-yl)amino)methyl)-1H-pyrazol-1-yl)propyl)(methyl)carbamate